ClS(=O)(=O)C=1N(C2=C(C=C(C(=C2C1)N1N=CC=N1)C(F)(F)F)F)C(=O)OC(C)(C)C tert-butyl 2-(chlorosulfonyl)-7-fluoro-4-(2H-1,2,3-triazol-2-yl)-5-(trifluoromethyl)-1H-indole-1-carboxylate